C(C)[C@H]1CN(CCN1)C=1N=NC(=CN1)C1=C(C=C(C=C1)C=1C=NNC1)O 2-{3-[(3S)-3-ethylpiperazin-1-yl]-1,2,4-triazin-6-yl}-5-(1H-pyrazol-4-yl)phenol